C(C)(=O)OCCN1N=C(C(=C1)NCCCC)C(=O)OC Methyl 1-(2-Acetoxyethyl)-4-(1-butylamino)-1H-pyrazole-3-carboxylate